(1S,3ar,7as)-N-((S)-4-hydroxy-3-oxo-1-((S)-2-oxopiperidin-3-yl)butan-2-yl)-2-(4-methoxy-1H-indole-2-carbonyl)octahydro-1H-isoindole-1-carboxamide OCC([C@H](C[C@H]1C(NCCC1)=O)NC(=O)[C@H]1N(C[C@@H]2CCCC[C@H]12)C(=O)C=1NC2=CC=CC(=C2C1)OC)=O